O=C1NN=CC2=C1C=NC(=C2)N2CCC(CC2)CCP(OCC2=CC=CC=C2)(OCC2=CC=CC=C2)=O dibenzyl (2-(1-(4-oxo-3,4-dihydropyrido[3,4-d]pyridazin-7-yl)piperidin-4-yl)ethyl)phosphonate